tert-butyl 7-(1-(3-(2-(2-aminoethoxy)ethoxy)propyl)-3,5-dimethyl-1H-pyrazol-4-yl)-1-(2-morpholinoethyl)-3-(3-(naphthalen-1-yloxy)propyl)-1H-indole-2-carboxylate NCCOCCOCCCN1N=C(C(=C1C)C=1C=CC=C2C(=C(N(C12)CCN1CCOCC1)C(=O)OC(C)(C)C)CCCOC1=CC=CC2=CC=CC=C12)C